(5-Methyl-4-oxohexyl)carbamic acid tert-butyl ester C(C)(C)(C)OC(NCCCC(C(C)C)=O)=O